(S)-N-(1-(4-chlorophenyl)-3-hydroxypropyl)-2-(methylamino)-5,6-dihydrothieno[2,3-h]quinazoline-8-carboxamide ClC1=CC=C(C=C1)[C@H](CCO)NC(=O)C1=CC2=C(CCC=3C=NC(=NC23)NC)S1